(S)-2-(Amino(cyclopropyl)methyl)-6-(3-fluoropyridin-4-yl)thieno[3,2-d]pyrimidine N[C@H](C=1N=CC2=C(N1)C=C(S2)C2=C(C=NC=C2)F)C2CC2